BrC1=CC2=C([C@@H](CO2)N(C(OC(C)(C)C)=O)C)C=C1F (S)-tert-butyl (6-bromo-5-fluoro-2,3-dihydrobenzofuran-3-yl)(methyl)carbamate